3-(5-(((1R,4S)-3-(3-ethoxyazetidin-1-yl)bicyclo[2.2.1]heptan-2-yl)oxy)-1-oxoisoindolin-2-yl)piperidine-2,6-dione C(C)OC1CN(C1)C1C([C@@H]2CC[C@H]1C2)OC=2C=C1CN(C(C1=CC2)=O)C2C(NC(CC2)=O)=O